C(#N)C1(CC1)CNC1=CC=C(C=C1)C1=NC(=NC=C1C)NC=1C=NN(C1)C1CCN(CC1)C(=O)OCC1=CC=CC=C1 Benzyl 4-(4-((4-(4-(((1-cyanocyclopropyl)methyl)amino)phenyl)-5-methylpyrimidin-2-yl)amino)-1H-pyrazol-1-yl)piperidine-1-carboxylate